2-(isoindolin-2-ylmethyl)-5-((4-vinylbenzyl)oxy)-4H-pyran-4-one C1N(CC2=CC=CC=C12)CC=1OC=C(C(C1)=O)OCC1=CC=C(C=C1)C=C